CCCCCCCCCCCCCCCCC(=O)OC[C@H](COP(=O)([O-])OCC[NH3+])OC(=O)CCC/C=C\\C/C=C\\C/C=C\\C/C=C\\CCCCC The molecule is a 1,2-diacyl-sn-glycero-3-phosphoethanolamine zwitterion in which the acyl groups at positions 1 and 2 are specified as heptadecanoyl and arachidonoyl respectively. It is a tautomer of a 1-heptadecanoyl-2-arachidonoyl-sn-glycero-3-phosphoethanolamine.